4-(4-aminopiperidin-1-yl)-3-(5,6-difluoro-1H-1,3-benzodiazol-2-yl)-5-(3-fluoro-5-methylphenyl)pyridin-2-ol NC1CCN(CC1)C1=C(C(=NC=C1C1=CC(=CC(=C1)C)F)O)C1=NC2=C(N1)C=C(C(=C2)F)F